FC1=C(C=C(C(=C1O)O)OC)C1=NC2=C(C=NC(=C2)NC(C)=O)N1C1(COC1)C N-(2-(2-fluoro-3,4-dihydroxy-5-methoxyphenyl)-3-(3-methyloxetan-3-yl)-3H-imidazo[4,5-c]pyridin-6-yl)acetamide